C(C)(C)(C)OC(=O)N1C(OC[C@H]1COC=1C=C2CC(CC2=C(C1)C#N)C(=O)OCC)(C)C (4R)-4-[(7-cyano-2-ethoxycarbonyl-2,3-dihydro-1H-inden-5-yl)oxymethyl]-2,2-dimethyl-1,3-oxazolidine-3-carboxylic acid tert-butyl ester